3-tetrahydropyran-4-ylpropan-1-ol O1CCC(CC1)CCCO